COC1=C(C=C(C=C1)NC1=NC(=CC(=N1)NC)C)N1N=CC=2CNCCC21 2-N-(4-methoxy-3-[1H,4H,5H,6H,7H-pyrazolo[4,3-c]pyridin-1-yl]phenyl)-4-N,6-dimethylpyrimidine-2,4-diamine